[(2S,3S,4S)-3-ethyl-4-fluoro-5-oxo-pyrrolidin-2-yl]methoxyl-7-methoxy-isoquinoline-6-carbonitrile C(C)[C@H]1[C@H](NC([C@H]1F)=O)COC1=NC=CC2=CC(=C(C=C12)OC)C#N